ClCC=CC[Si](OC)(OC)OC (chloromethyl)allyltrimethoxysilane